[Br-].C(N)(=N)NC(NCCCCCCCCCC[P+](C1=CC=C(C=C1)C(F)(F)F)(C1=CC=C(C=C1)C(F)(F)F)C1=CC=C(C=C1)C(F)(F)F)=N (10-(3-carbamimidoylguanidino)decyl)tris(4-(trifluoromethyl)phenyl)phosphonium bromide